2-[[5-[3-[bis(2-hydroxyethyl)-methyl-ammonio]propoxy]-6-methoxy-1,3-benzothiazol-2-yl]methylcarbamoyl]indan-2-yl acetate C(C)(=O)OC1(CC2=CC=CC=C2C1)C(NCC=1SC2=C(N1)C=C(C(=C2)OC)OCCC[N+](C)(CCO)CCO)=O